2'-Chloro-4'-((3-fluorooxetan-3-yl)methoxy)-4,5,5',6'-tetrahydro-2H-spiro[furan-3,8'-pyrano[3,4-b]pyridine] ClC1=CC(=C2C(=N1)C1(OCC2)COCC1)OCC1(COC1)F